tert-butyl (R)-3-((3-chlorothieno[3,2-c]pyridin-4-yl)amino)piperidine-1-carboxylate ClC1=CSC2=C1C(=NC=C2)N[C@H]2CN(CCC2)C(=O)OC(C)(C)C